5-((1-(4-(benzyloxy)phenyl)-1H-pyrrol-2-yl)methylene)thiazolidine-2,4-dione methyl-5-methyl-1H-pyrrole-3-carboxylate COC(=O)C1=CNC(=C1)C.C(C1=CC=CC=C1)OC1=CC=C(C=C1)N1C(=CC=C1)C=C1C(NC(S1)=O)=O